C(C)(=O)N[C@H]1[C@H](OC(C)=O)O[C@@H]([C@@H]([C@@H]1OC(C)=O)OC(C)=O)COC(C)=O Acetyl 2-acetamido-3,4,6-tri-O-acetyl-2-deoxy-β-D-galactopyranoside